P([O-])(=O)(OP(=O)([O-])[O-])F fluoropyrophosphate